NC1(N=NN=C2C1=NC=C2)C(=O)O 4-aminopyrrolotriazine-carboxylic acid